(E)-2,2-difluoro-4-(3-fluorophenyl)but-3-enoic acid FC(C(=O)O)(\C=C\C1=CC(=CC=C1)F)F